ClC=1C(=C(C(=CC1)N1N=NN=C1)C1=CC(N2C(CC(C2=C1)=C)C1=CN=C(N1)C=1C=CC(=NC1F)NC(OC(C)(C)C)=O)=O)F tert-butyl (5-(5-(7-(3-chloro-2-fluoro-6-(1H-tetrazol-1-yl)phenyl)-1-methylene-5-oxo-1,2,3,5-tetrahydroindolizin-3-yl)-1H-imidazol-2-yl)-6-fluoropyridin-2-yl)carbamate